4-(morpholinosulfonyl)phenylboronic acid pinacol ester O1CCN(CC1)S(=O)(=O)C1=CC=C(C=C1)B1OC(C)(C)C(C)(C)O1